C(#N)C1=CC=C(N=N1)N1CCN(CC1)C(=O)OC(C)(C)C tert-butyl 4-(6-cyanopyridazin-3-yl)piperazine-1-carboxylate